(Z)-3-(1-(4-amino-2-fluorobut-2-en-1-yl)-2-isopropyl-1H-benzo[d]imidazol-4-yl)-N-cyclopropylbenzenesulfonamide NC\C=C(\CN1C(=NC2=C1C=CC=C2C=2C=C(C=CC2)S(=O)(=O)NC2CC2)C(C)C)/F